(3S,4R)-1-ACETYL-4-ALLYLPYRROLIDINE-3-SULFONAMIDE C(C)(=O)N1C[C@H]([C@@H](C1)CC=C)S(=O)(=O)N